di-tert-butyl-[2-(2,4,6-triisopropylphenyl)phenyl]phosphine C(C)(C)(C)P(C1=C(C=CC=C1)C1=C(C=C(C=C1C(C)C)C(C)C)C(C)C)C(C)(C)C